4-cyanophenethyl alcohol sulfate S(=O)(=O)(O)OCCC1=CC=C(C=C1)C#N